(2S,3R,5R)-benzhydryl 3-(hydroxymethyl)-3-methyl-7-oxo-4-thia-1-azabicyclo[3.2.0]heptane-2-carboxylate 4,4-dioxide OC[C@]1([C@@H](N2C(C[C@H]2S1(=O)=O)=O)C(=O)OC(C1=CC=CC=C1)C1=CC=CC=C1)C